IC=1C=C(C=CC1OCOC)CCC(=O)[O-] 3-(3-iodo-4-(methoxy-methoxy)phenyl)propanoat